2-[(4-chloro-2-fluoro-phenyl)methoxy]-6-(1,2,3,6-tetrahydropyridin-4-yl)pyridinebenzyl-isobutylaluminum chloride ClC1=CC(=C(C=C1)COC1(NC(=CC=C1)C=1CCNCC1)C1=CC=CC=C1C[Al](CC(C)C)Cl)F